methyl 4-(4-bromothiazol-2-yl)-2-methoxy-benzoate BrC=1N=C(SC1)C1=CC(=C(C(=O)OC)C=C1)OC